1-((S)-2-(4-(1H-pyrazol-1-yl)benzamido)-5-((1R,2S)-2-(4-fluorophenyl)cyclopropylamino)pentanoyl)-4-fluoropiperidine-4-carboxamide N1(N=CC=C1)C1=CC=C(C(=O)N[C@H](C(=O)N2CCC(CC2)(C(=O)N)F)CCCN[C@H]2[C@@H](C2)C2=CC=C(C=C2)F)C=C1